NC1=NC(=CC(=N1)N1CCC2(C[C@H](NC2)C(=O)OCC)CC1)O[C@@H](C(F)(F)F)C1=C(C=C(C=C1)C1=CC(=C(C=C1)F)OCC)N1N=C(C=C1)C (S)-ethyl 8-(2-amino-6-((R)-1-(3'-ethoxy-4'-fluoro-3-(3-methyl-1H-pyrazol-1-yl)-[1,1'-biphenyl]-4-yl)-2,2,2-trifluoroethoxy)pyrimidin-4-yl)-2,8-diazaspiro[4.5]decane-3-carboxylate